ethylprop-2-enyl carbonate C(OC(C=C)CC)([O-])=O